(R,Z)-N-(1-(3,6-dimethyl-4-oxo-2-(pyrimidin-5-yl)-3,4-dihydroquinazolin-8-yl)ethylidene)-2-methylpropane-2-sulfinamide CN1C(=NC2=C(C=C(C=C2C1=O)C)\C(\C)=N/[S@](=O)C(C)(C)C)C=1C=NC=NC1